CC1=NOC(=C1CNC=1SC(=C(N1)C)C1=CC=CC=C1)C1=CC=C(C=N1)OC1CCCCC1 (1S,3S)-3-((6-(3-Methyl-4-(((4-methyl-5-phenylthiazol-2-yl)amino)methyl)isoxazol-5-yl)pyridin-3-yl)oxy)cyclohexan